C(#N)C=1C=2CCCC2C(=C2CCCC12)NC(=O)N=[S@@](=O)(N)C1=C(N=C(S1)C(C)(C)O)COC (S)-N'-((8-cyano-1,2,3,5,6,7-hexahydro-s-indacen-4-yl)carbamoyl)-2-(2-hydroxypropan-2-yl)-4-(methoxymethyl)thiazole-5-sulfonimidamide